methyl N-methyl-L-valinate CN[C@@H](C(C)C)C(=O)OC